4-(2-[18F]fluoroethoxymethyl)-benzyloxyl-2H-pyridazin [18F]CCOCC1=CC=C(CON2NC=CC=C2)C=C1